IC1=C(OC2OCCCC2)C=CC(=C1)C 2-(2-iodo-4-methylphenoxy)tetrahydro-2H-pyran